C1(=CC=CC=C1)C1=NC(=NC(=N1)C1=CC=CC=C1)C1=CC=C(C=C1)C1=C(C(=NC(=C1C1=CC=CC=C1)C1=CC=CC=C1)C1=CC=CC=C1)C1=CC=C(C=C1)N1C2=CC=C(C=C2C=2C=C(C=CC12)N1C2=CC=CC=C2C=2C=CC=CC12)N1C2=CC=CC=C2C=2C=CC=CC12 9'-(4-(4-(4-(4,6-diphenyl-1,3,5-triazin-2-yl)phenyl)-2,5,6-triphenylpyridin-3-yl)phenyl)-9'H-9,3':6',9''-tercarbazole